2,4,6-tris[4-(2-ethylhexyloxycarbonyl)anilino]1,3,5-triazine C(C)C(COC(=O)C1=CC=C(NC2=NC(=NC(=N2)NC2=CC=C(C=C2)C(=O)OCC(CCCC)CC)NC2=CC=C(C=C2)C(=O)OCC(CCCC)CC)C=C1)CCCC